(4-benzyl-4-hydroxypiperidin-1-yl)(2,4'-bipyridinyl)methanone C(C1=CC=CC=C1)C1(CCN(CC1)C1=C(C(=NC=C1)C1=CC=NC=C1)C=O)O